N-(1-cyclopropyl-1H-indazol-4-yl)-2-(trifluoromethyl)benzamide 2-(2-(2-methoxyethoxy)ethoxy)ethyl-benzoate COCCOCCOCCOC(C1=CC=CC=C1)=O.C1(CC1)N1N=CC2=C(C=CC=C12)NC(C1=C(C=CC=C1)C(F)(F)F)=O